CC=1N=C2N(N=C(C(=C2)C)N2CC=3C=C(C=NC3CC2)C2=CSC=C2)C(C1)=O 2,8-dimethyl-7-(3-(thiophen-3-yl)-7,8-dihydro-1,6-naphthyridin-6(5H)-yl)-4H-pyrimido[1,2-b]pyridazin-4-one